CC1(OC2=C(C1=O)C=C(C(=C2)NC(=O)C=2C=NN1C2N=CC=C1)N1CCOCC1)C N-(2,2-dimethyl-5-morpholino-3-oxo-2,3-dihydrobenzofuran-6-yl)pyrazolo[1,5-a]pyrimidine-3-carboxamide